Tertiary butyl 2-chloro-6-(4-(trifluoromethoxy)phenoxy)isonicotinate ClC=1C=C(C(=O)OC(C)(C)C)C=C(N1)OC1=CC=C(C=C1)OC(F)(F)F